N-tert-butyl-2-({2-[5-(2-hydroxyethyl)pyridin-2-yl]-5H,6H,7H-cyclopenta[d]pyrimidin-4-yl}(methyl)amino)acetamide C(C)(C)(C)NC(CN(C)C=1C2=C(N=C(N1)C1=NC=C(C=C1)CCO)CCC2)=O